N-(3-(3-(5-Amino-6-(1H-1,2,4-triazol-1-yl)pyrazin-2-yl)-4-methylphenylsulfonamido)bicyclo[1.1.1]pentan-1-yl)acetamide Trifluoroacetate Salt FC(C(=O)O)(F)F.NC=1N=CC(=NC1N1N=CN=C1)C=1C=C(C=CC1C)S(=O)(=O)NC12CC(C1)(C2)NC(C)=O